C1(=CC=C(C=C1)CO\N=C(/C)\C1=CC(=C(CN2CC(C2)C(=O)O)C=C1)CC)C1=CC=CC=C1 (E)-1-(4-(1-(([1,1'-biphenyl]-4-ylmethoxy)imino)ethyl)-2-ethylbenzyl)azetidine-3-carboxylic acid